P(=O)([O-])([O-])[O-].[Fe+2].[Al+3] aluminum-iron phosphate